C(C)(=O)C=1C=C(C=CC1C(C)=O)C(C)O 3,4-diacetylphenyl-ethanol